3-Fluoro-4-(4-((2-fluoro-4-formylphenyl)thio)piperidin-1-yl)benzonitrile-4-d [1-[9-ethyl-6-(2-methylbenzoyl)carbazol-3-yl]ethylideneamino]acetat C(C)N1C2=CC=C(C=C2C=2C=C(C=CC12)C(C)=NCC(=O)O)C(C1=C(C=CC=C1)C)=O.FC1C=C(C#N)C=CC1([2H])N1CCC(CC1)SC1=C(C=C(C=C1)C=O)F